6-amino-1-(cyclopropylmethyl)-4-((1-(pyrimidin-2-yl)ethyl)amino)quinolin-2(1H)-one NC=1C=C2C(=CC(N(C2=CC1)CC1CC1)=O)NC(C)C1=NC=CC=N1